C(C(C)C)C1=CC=C(C=C1)C(C(=O)OCCN(CC)CC)C 2-(diethylamino)ethyl 2-(p-isobutylphenyl)propionate